N-(4-methyl-1,3-thiazol-2-yl)cyclohexanecarboxamide CC=1N=C(SC1)NC(=O)C1CCCCC1